Methyl 2-[(2-cyclobutyl-2-phenyl-ethyl)amino]acetate C1(CCC1)C(CNCC(=O)OC)C1=CC=CC=C1